2,3-dimethyl-1,4,14-trioxo-7,10-dioxa-3,13-diazacyclooctadecan-18-oic acid CC1C(C(CCCC(NCCOCCOCCC(N1C)=O)=O)C(=O)O)=O